CS(=O)(=O)OCCOCCN1C(C2=CC=CC=C2C1=O)=O 2-(2-(1,3-Dioxoisoindolin-2-yl) ethoxy)ethyl methanesulfonate